C(C)(C)C1=C(C=CC=C1)[C@H]1N(CCN(C1)CCOC)C1CC2(C1)CCNCC2 |o1:9| (R or S)-2-(2-(2-isopropylphenyl)-4-(2-methoxyethyl)piperazin-1-yl)-7-azaspiro[3.5]Nonane